4-hydroxyphthalic anhydride OC=1C=C2C(C(=O)OC2=O)=CC1